7-Bromo-2-(chloromethyl)quinazolin-4(3H)-one BrC1=CC=C2C(NC(=NC2=C1)CCl)=O